N-(3'-{(1R)-1-[(6,7-dimethoxy-2-methylquinazolin-4-yl)amino]ethyl}biphenyl-2-yl)methanesulfonamide COC=1C=C2C(=NC(=NC2=CC1OC)C)N[C@H](C)C=1C=C(C=CC1)C1=C(C=CC=C1)NS(=O)(=O)C